ClC=1C=CC(=C(C1)C1=CC(=C(N=N1)SCCO)NC1=CC(=NC=C1)NC(CN1CC2CN(C(C1)CC2)C)=O)F N-(4-{[6-(5-chloro-2-fluoro-phenyl)-3-[(2-hydroxyethyl)-sulfanyl]pyridazin-4-yl]-amino}pyridin-2-yl)-2-{6-methyl-3,6-diazabicyclo[3.2.2]-nonan-3-yl}acetamide